N-((3-(5-amino-7-(((3S,4R)-3-fluoro-1-methylpiperidin-4-yl)amino)-3-vinyl-2H-indazol-2-yl)-1,2,4-oxadiazol-5-yl)methyl)-1-(tert-butyl)-1H-pyrazole-4-carboxamide NC1=CC2=C(N(N=C2C(=C1)N[C@H]1[C@H](CN(CC1)C)F)C1=NOC(=N1)CNC(=O)C=1C=NN(C1)C(C)(C)C)C=C